sulfosalicylic acid, cyanide C(=O)(C=1C(O)=CC=C(S(=O)(=O)C#N)C1)C#N